CC1(NC(=NC(=C1)C)NC=1C=C(C2=C(CCO2)C1)OCCN1CCCC1)N 4,6-dimethyl-N2-[7-(2-pyrrolidin-1-ylethoxy)-2,3-dihydrobenzofuran-5-yl]-pyrimidine-2,4-diamine